(S)-8,9-difluoro-6-methoxy-N-((R)-1-(4-methoxyphenyl)ethyl)-N-methyl-1,4-dihydro-2H-pyrano[3,4-c]isoquinolin-1-amine FC=1C(=CC=2C3=C(N=C(C2C1)OC)COC[C@H]3N(C)[C@H](C)C3=CC=C(C=C3)OC)F